COC=1C=C(C=CC1NCC#CC=1N(C2=CC=CC(=C2C1)NC1CCC(CC1)N1C[C@@H]2OC(C1)C2)CC(F)(F)F)S(=O)(=O)N 3-methoxy-4-{[3-(4-{[(1R,4R)-4-{6-oxa-3-azabicyclo[3.1.1]heptan-3-yl}cyclohexyl]amino}-1-(2,2,2-trifluoroethyl)-1H-indol-2-yl)prop-2-yn-1-yl]amino}benzene-1-sulfonamide